tert-butyl 3-acetamido-5-{2-[4-hydroxy-4-(trifluoromethyl)cyclohexyl]ethoxy}indole-1-carboxylate C(C)(=O)NC1=CN(C2=CC=C(C=C12)OCCC1CCC(CC1)(C(F)(F)F)O)C(=O)OC(C)(C)C